4-(2-(4-chlorobenzofuran-7-yl)-2-methylbenzo[d][1,3]dioxolan-4-yl)piperidine-1-carboxylic acid tert-butyl ester C(C)(C)(C)OC(=O)N1CCC(CC1)C1=CC=CC=2OC(OC21)(C)C2=CC=C(C=1C=COC12)Cl